COC1=CC=C(C=C1)C1=NN(C(C1)C1=CC=C(C=C1)OC)S(=O)(=O)C=1C=C(C)C=CC1 3,5-bis(4-methoxyphenyl)-1-(m-toluenesulfonyl)-4,5-dihydro-1H-pyrazole